Cl.FC1=CC=C2C(=NN(C2=C1)S(=O)(=O)CC1=CC=CC=C1)C1CCNCC1 6-fluoro-3-(piperidin-4-yl)-1-toluenesulfonyl-1H-indazole hydrochloride